3-{4-[4-(6-Bromo-7-{[1-(cyclopropylmethyl)piperidin-4-yl]amino}-3H-imidazo[4,5-b]pyridin-2-yl)phenyl]piperazin-1-yl}propan-1-ol BrC=1C(=C2C(=NC1)NC(=N2)C2=CC=C(C=C2)N2CCN(CC2)CCCO)NC2CCN(CC2)CC2CC2